CC1=C(C(=O)P(OCCC2=CC=CC=C2)(C2=CC=CC=C2)=O)C(=CC(=C1)C)C 2,4,6-trimethylbenzoylphenylphenylethoxyphosphine oxide